C1OCC=2N=C3N(C(C21)=O)C=NC=C3 1,3-dihydro-10H-furo[3,4-d]pyrimido[1,6-a]pyrimidin-10-one